(R)-4-(1,5-dimethyl-1H-1,2,3-triazol-4-yl)-2-fluoro-N-(8-methylisoquinolin-1-yl)-N-(piperidin-3-yl)benzamide CN1N=NC(=C1C)C1=CC(=C(C(=O)N([C@H]2CNCCC2)C2=NC=CC3=CC=CC(=C23)C)C=C1)F